FCCC1(CC=CC=C1)C1(NC=CC(=N1)N)NC1=C(C=C(C(=C1)C)N1CCC(CC1)N1CCN(CC1)C)OC 2-(1-(fluoroethyl)phenyl)-N2-(2-methoxy-5-methyl-4-(4-(4-methylpiperazine-1-yl)piperidin-1-yl)phenyl)pyrimidine-2,4-diamine